C(C)(=O)N1[C@H](CCC2=CC(=CC=C12)C1=CC=C(CN(C(OC(C)(C)C)=O)CC2=C(C=3N=C(N=C(C3S2)N2CCOCC2)Cl)C)C=C1)C tert-butyl (S)-(4-(1-acetyl-2-methyl-1,2,3,4-tetrahydroquinolin-6-yl)benzyl)((2-chloro-7-methyl-4-morpholinothieno[3,2-d]pyrimidin-6-yl)methyl)carbamate